m-phenylene glycol bis(hydroxyethyl) ether OCCOC1=CC(=CC=C1)OCCO